(2S,3R,4S,5R)-3-[(tert-butyldimethylsilyl)oxy]-4-fluoro-5-(2-{[(4-methoxyphenyl)diphenyl-methyl]amino}-6-oxo-1H-purin-9-yl)oxolane-2-carbaldehyde [Si](C)(C)(C(C)(C)C)O[C@@H]1[C@H](O[C@H]([C@H]1F)N1C=2N=C(NC(C2N=C1)=O)NC(C1=CC=CC=C1)(C1=CC=CC=C1)C1=CC=C(C=C1)OC)C=O